FC1=C(C(=O)NC(=O)NCC2=CC(=C(C=C2)I)F)C(=CC=C1)F N-(2,6-difluorobenzoyl)-N'-(3-fluoro-4-iodobenzyl)urea